C(C)(C)(C)OC(=O)N1CCC(CC1)N1C(NC2=C1C=C(C=C2)Br)=O 4-(6-bromo-2-oxo-2,3-dihydro-1H-benzo[d]imidazol-1-yl)piperidine-1-carboxylic acid tert-butyl ester